oxohepta-2,4-dienamide O=C(C=CC=CC(=O)N)C